C(C1=CC=CC=C1)OCC1(OC(CC1)OC)CF (benzyloxymethyl)-2-(fluoromethyl)-5-methoxytetrahydrofuran